FC(C(=O)O)(F)F.CC1(CN(CCN1)C1=C2C(=NC=C1)N(CC2)C(=O)NC2=CC=1N(N=C2OC)N=C(C1)C)C 4-(3,3-dimethylpiperazin-1-yl)-N-(6-methoxy-2-methylpyrazolo[1,5-b]pyridazin-5-yl)-2,3-dihydro-1H-pyrrolo[2,3-b]pyridine-1-carboxamide 2,2,2-trifluoroacetate